methyl (S)-2-((4-((6-((4-cyano-2-fluorophenoxy)methyl)-5-fluoropyridin-2-yl)oxy)piperidine-1-yl)methyl)-1-(oxetan-2-ylmethyl)-1H-benzo[d]imidazole-6-carboxylate C(#N)C1=CC(=C(OCC2=C(C=CC(=N2)OC2CCN(CC2)CC2=NC3=C(N2C[C@H]2OCC2)C=C(C=C3)C(=O)OC)F)C=C1)F